COC1=CC=CC(=N1)[C@H]([C@@H]1CNC2=C(N1)N=CC=C2)NCCC2=CC=C(C#N)C=C2 4-(2-(((S)-(6-methoxypyridin-2-yl)((S)-1,2,3,4-tetrahydropyrido[2,3-b]pyrazin-3-yl)methyl)amino)ethyl)benzonitrile